C(=CC)OC1OC=CC=C1 2-propenyloxypyran